FC1(OC=2C(=CC3=C(N=C(S3)NC([C@@H](C)O)=O)C2)O1)F (R)-N-(2,2-difluoro-[1,3]dioxolo[4',5':4,5]benzo[1,2-d]thiazol-6-yl)-2-hydroxypropanamide